C(#N)C=1C=CC(=C(C(=O)NC2=CC=C(C=C2)S(=O)(=O)N2CC[N+](CC2)(C2=CC(=CC(=C2)Cl)Cl)[O-])C1)N(S(=O)(=O)C)C 4-((4-(5-Cyano-2-(N-methylmethylsulfonamido)benzamido)phenyl)sulfonyl)-1-(3,5-dichlorophenyl)piperazine 1-oxide